CN(C(OC(C)(C)C)=O)C1CC(C1)C1=NC=C(C=C1)B1OC(C(O1)(C)C)(C)C tert-butyl methyl(3-(5-(4,4,5,5-tetramethyl-1,3,2-dioxaborolan-2-yl)pyridin-2-yl)cyclobutyl)carbamate